7-(morpholino(pyridin-2-yl)methyl)quinolin-8-ol O1CCN(CC1)C(C1=CC=C2C=CC=NC2=C1O)C1=NC=CC=C1